ClC1=C(C=C2C=C(N=CC2=C1)NC(=O)C1COC2(CCC2)C1)C1CCN(CC1)C1(COCC1O)C N-(7-chloro-6-(1-(4-hydroxy-3-methyltetrahydrofuran-3-yl)piperidin-4-yl)isoquinolin-3-yl)-5-oxaspiro[3.4]octane-7-carboxamide